tert-butyl 4-(8-fluoro-7-methyl-[1,2,4]triazolo[1,5-a]pyridin-6-yl)piperidine-1-carboxylate FC=1C=2N(C=C(C1C)C1CCN(CC1)C(=O)OC(C)(C)C)N=CN2